[Cl-].C(C(C)C)[NH+]1CCOCC1 4-isobutylmorpholinium chloride